3''',4'''-Diethynyl-2,2':3',2'':3'',2'''-quaterthiophene C(#C)C1=C(SC=C1C#C)C1=C(SC=C1)C1=C(SC=C1)C=1SC=CC1